rel-4-((S)-5-(3-chloro-2-fluoro-5-(trifluoromethyl)phenyl)-5-(trifluoromethyl)-4,5-dihydro-isoxazol-3-yl)-2-methyl-N-((R*)-3-(2,2,2-trifluoroethyl)-4,5-dihydroisoxazol-5-yl)-benzamide ClC=1C(=C(C=C(C1)C(F)(F)F)[C@@]1(CC(=NO1)C1=CC(=C(C(=O)N[C@H]2CC(=NO2)CC(F)(F)F)C=C1)C)C(F)(F)F)F |o1:11,23|